FC(C1=C(N=NN1C)CO)F (5-(difluoromethyl)-1-methyl-1H-1,2,3-triazol-4-yl)methanol